2-(benzyloxy)-6-bromopyridine C(C1=CC=CC=C1)OC1=NC(=CC=C1)Br